2-(tert-butyl) 4-ethyl 8-thia-2-azaspiro[4.5]decane-2,4-dicarboxylate 8,8-dioxide C1N(CC(C12CCS(CC2)(=O)=O)C(=O)OCC)C(=O)OC(C)(C)C